[rac-(2R,4S)-4-Fluoro-2-methylpyrrolidin-1-yl]-[rac-(5S,7S)-7-fluoro-5-phenyl-6,7-dihydro-5H-pyrrolo[1,2-b][1,2,4]triazol-2-yl]methanon F[C@H]1C[C@H](N(C1)C(=O)C=1N=C2N(N1)[C@@H](C[C@@H]2F)C2=CC=CC=C2)C |r|